C(C)N1C(C2=C(SC=C2)C2(CC2)C1)=O 5-ethylspiro[6H-thieno[3,2-c]pyridine-7,1'-cyclopropane]-4-one